Cl.COC=1C=C(C=CC1OC)C=1N=C2N(C=C(C=C2C)C2CCNCC2)C1 2-(3,4-dimethoxyphenyl)-8-methyl-6-(piperidin-4-yl)imidazo[1,2-a]pyridine hydrochloride